(2'R,4'R)-3-methyl-1-phenyl-1'-toluenesulfonyl-2'-(6-(trifluoromethyl)pyridin-3-yl)-4'-vinyl-1',4'-dihydro-2'H-spiro[pyrazole-4,3'-quinolin]-5(1H)-one CC1=NN(C(C12[C@H](N(C1=CC=CC=C1[C@H]2C=C)S(=O)(=O)CC2=CC=CC=C2)C=2C=NC(=CC2)C(F)(F)F)=O)C2=CC=CC=C2